2-(6-chloro-2-pyridyl)acetonitrile ClC1=CC=CC(=N1)CC#N